(Rac)-2-(4-methyl-6-(((1R,2R,5S)-8-methyl-8-azabicyclo[3.2.1]octan-2-yl)thio)pyridazin-3-yl)-5-(trifluoromethyl)phenol, formic acid salt C(=O)O.CC1=C(N=NC(=C1)S[C@H]1[C@H]2CC[C@@H](CC1)N2C)C2=C(C=C(C=C2)C(F)(F)F)O |r|